2-(4,5-dimethylisoxazol-3-yl)ethan-1-amine CC=1C(=NOC1C)CCN